COC1=CC=C(CN2N=C(N=C2)C(F)(F)F)C=C1 (4-methoxybenzyl)-3-(trifluoromethyl)-1H-1,2,4-triazole